3-(1H-indazol-1-yl)-1-(2-(5-(3-methoxyphenyl)pyridin-2-yl)morpholino)propan-1-one N1(N=CC2=CC=CC=C12)CCC(=O)N1CC(OCC1)C1=NC=C(C=C1)C1=CC(=CC=C1)OC